NCC(CCCCCCCCCC)N 1,2-diaminododecane